4-{2-(2-chloro-6-methylphenoxy)-5-{[dimethyl(oxo)-λ6-sulfanylidene]amino}-pyridin-3-yl}-6-methyl-1,6-dihydro-7H-pyrrolo[2,3-c]pyridin-7-one ClC1=C(OC2=NC=C(C=C2C=2C3=C(C(N(C2)C)=O)NC=C3)N=S(=O)(C)C)C(=CC=C1)C